1-naphthylmethylmethyl-p-hydroxyphenylsulfonium C1(=CC=CC2=CC=CC=C12)C[S+](C1=CC=C(C=C1)O)C